[Ca].[Gd].[Mg] magnesium-gadolinium-calcium